OC[C@H](C1=CC=CC=C1)NC1=NC(=NC=C1C1=NN=NN1C)NC1=CC=C2CC(NC(C2=C1)=O)(C)C 7-[[4-[[(1S)-2-hydroxy-1-phenyl-ethyl]amino]-5-(1-methyltetrazol-5-yl)pyrimidin-2-yl]amino]-3,3-dimethyl-2,4-dihydroisoquinolin-1-one